O=C1N=CC=NC=C1NC1=NC2=C(C=CC=C2C=2N1N=C(N2)C=2C=NN(C2)C(C)C)C#N 5-{[(6R)-5-oxo-1,4-diazepin-6-yl]amino}-2-[1-(propan-2-yl)-1H-pyrazol-4-yl][1,2,4]triazolo[1,5-c]quinazoline-7-carbonitrile